4-(aminophenyl)-5-(4-(benzyloxy)-2-fluorophenyl)-N-(4-methoxybenzyl)-7-methyl-5H-pyrrolo[3,2-d]pyrimidin-4-amine NC1=C(C=CC=C1)C1(C2=C(N=CN1)C(=CN2C2=C(C=C(C=C2)OCC2=CC=CC=C2)F)C)NCC2=CC=C(C=C2)OC